CC(C[C@@H](C(N[C@H](C=O)C[C@H]1C(NCC1)=O)=O)NC(OC(CCCC)C1CCC(CC1)(F)F)=O)C 1-(4,4-Difluorocyclohexyl)pentyl ((S)-4-methyl-1-oxo-1-(((S)-1-oxo-3-((S)-2-oxopyrrolidin-3-yl)propan-2-yl)amino)pentan-2-yl)carbamate